5-chloro-N-((1r,4r)-4-((3-(3-cyano-2-fluorophenyl)-3-hydroxy-2-oxoindolin-1-yl)methyl)cyclohexyl)-2-(difluoromethyl)nicotinamide ClC=1C=NC(=C(C(=O)NC2CCC(CC2)CN2C(C(C3=CC=CC=C23)(O)C2=C(C(=CC=C2)C#N)F)=O)C1)C(F)F